[NH4+].NC(=O)N urea, ammonium salt